ethyl (S)-3-(5-bromo-3-(difluoromethyl)-2-fluorophenyl)-3-(((R)-tert-butylsulfinyl)amino)propanoate BrC=1C=C(C(=C(C1)[C@H](CC(=O)OCC)N[S@](=O)C(C)(C)C)F)C(F)F